1-Methyl-2-(6-trifluoromethyl-benzothiazol-2-ylamino)-1H-benzoimidazole-5-carboxylic acid [2-((S)-3-hydroxy-piperidin-1-yl)-2-oxo-ethyl]-amide O[C@@H]1CN(CCC1)C(CNC(=O)C1=CC2=C(N(C(=N2)NC=2SC3=C(N2)C=CC(=C3)C(F)(F)F)C)C=C1)=O